C(#C)C=1SC=C(N1)C(=O)NCCC1=CC(=C(C=C1)O)OC 2-Ethynyl-N-(4-hydroxy-3-methoxyphenethyl)thiazole-4-carboxamide